5-(2-chlorophenyl)-7-ethyl-1-methyl-1H-thieno[2,3-e][1,4]diazepin-2(3H)-one ClC1=C(C=CC=C1)C=1C2=C(N(C(CN1)=O)C)SC(=C2)CC